BrC=1C=C2C(=CC(=NC2=CC1)C1CC1)Cl 6-bromo-4-chloro-2-cyclopropylquinoline